5-(bromomethyl)-1-(tetrahydro-2H-pyran-2-yl)-1H-indazole BrCC=1C=C2C=NN(C2=CC1)C1OCCCC1